O=C1NC(CCC1N1C(C2=CC=C(C=C2C1=O)N1CC(C1)CC1CCNCC1)=O)=O 2-(2,6-dioxopiperidin-3-yl)-5-(3-(piperidin-4-ylmethyl)azetidin-1-yl)isoindoline-1,3-dione